[6-[4-(2,2-Difluoroethyl)piperazin-1-yl]-2-methyl-5-nitro-3H-benzofuran-2-yl]methanol FC(CN1CCN(CC1)C1=CC2=C(CC(O2)(C)CO)C=C1[N+](=O)[O-])F